tert-Butyl 4-(4-((4-(1-phenethyl-3-(pyridin-3-yl)-1H-pyrazol-4-yl)pyrimidin-2-yl)amino)phenyl)piperazine-1-carboxylate C(CC1=CC=CC=C1)N1N=C(C(=C1)C1=NC(=NC=C1)NC1=CC=C(C=C1)N1CCN(CC1)C(=O)OC(C)(C)C)C=1C=NC=CC1